ClC=1C=C(C=C(C1)F)C(CO)(C)NC1=NC2=C(N1)C=CC=C2CN2C(OC=C2)=N (-)-2-(3-chloro-5-fluorophenyl)-2-({4-[(2-imino-2,3-dihydro-1,3-oxazol-3-yl)methyl]-1H-1,3-benzodiazol-2-yl}amino)propan-1-ol